O=C(CC1=NSC(=N1)NC(=O)C1=C(OC(=C1)C1=CC(=CC=C1)OC(F)(F)F)C(F)(F)F)C N-(3-(2-oxopropyl)-1,2,4-thiadiazol-5-yl)-5-(3-(trifluoromethoxy)phenyl)-2-(trifluoro-methyl)furan-3-carboxamide